methyl (3S,6S,8aR)-6-((tert-butoxycarbonyl)amino)-5-oxo-1,2,3,5,6,8a-hexahydroindolizine-3-carboxylate C(C)(C)(C)OC(=O)N[C@@H]1C(N2[C@@H](CC[C@@H]2C=C1)C(=O)OC)=O